fluorine terphenyl C1(=CC=CC=C1)C=1C(=CC=CC1)C1=CC=CC=C1.[F]